3,3-difluorocyclobutyl (trans-4-((4-(4-chloro-1H-pyrazol-3-yl)-5-cyanopyrimidin-2-yl)amino)cyclohexyl)(5-(2-methoxypyrimidin-5-yl)pyridin-2-yl)carbamate ClC=1C(=NNC1)C1=NC(=NC=C1C#N)N[C@@H]1CC[C@H](CC1)N(C(OC1CC(C1)(F)F)=O)C1=NC=C(C=C1)C=1C=NC(=NC1)OC